OC=1C=C(C(=O)N2CC(C(=CC2)C2=C3C(=NC(=C2)NC(=O)C2CC2)NC=C3)C)C=CN1 N-(4-(1-(2-hydroxyisonicotinoyl)-3-methyl-1,2,3,6-tetrahydropyridin-4-yl)-1H-pyrrolo[2,3-b]pyridin-6-yl)cyclopropylcarboxamide